[N+](=O)([O-])C1=CC=C(C=C1)C(=O)Cl (4-Nitrophenyl)carbonyl chloride